3-methyl-30-oxo-2-(propan-2-yl)-6,9,12,15,18,21,24,27-octaoxa-3-azatriacontanamide CN(C(C(=O)N)C(C)C)CCOCCOCCOCCOCCOCCOCCOCCOCCC=O